2-(2-(benzyloxy)-3-(1-cyclopropylethyl)phenyl)propionic acid C(C1=CC=CC=C1)OC1=C(C=CC=C1C(C)C1CC1)C(C(=O)O)C